ClC1=C(C(=CC=C1)C=1C=C2C(=NN1)NC[C@@]1(N2C[C@@H](C1)OC=1C=NC(=C(C1)Cl)C=C)CC)O 2-chloro-6-((6aR,8R)-8-((5-chloro-6-vinylpyridin-3-yl)oxy)-6a-ethyl-5,6,6a,7,8,9-hexahydropyrrolo[1',2':4,5]pyrazino[2,3-c]pyridazin-2-yl)phenol